CC(C(CC(=O)OCC)=O)C ethyl 4-methyl-3-oxopentanoate